CC1=CC(=CC=C1)C 1,3-dimethyl-benzene